FC1(CC(CCC1)CI)F 1,1-difluoro-3-(iodomethyl)cyclohexane